C(C)(C)(C)OC(=O)N[C@H]1CN(CC[C@H]1O)C(=O)OCC1=CC=CC=C1 (3S,4R)-benzyl 3-((tert-butoxycarbonyl)amino)-4-hydroxypiperidine-1-carboxylate